3,7-bis(dimethylamino)phenothiazin-5-ium chloride trihydrate O.O.O.[Cl-].CN(C=1C=CC2=NC3=CC=C(C=C3[S+]=C2C1)N(C)C)C